CN1C(C(=CC2=C1N=C(N=C2)S(=O)(=O)C)N2C(CN(CC2)C(=O)OC(C)(C)C)=O)=O tertbutyl 4-(8-methyl-2-methylsulfonyl-7-oxo-pyrido[2,3-d]pyrimidin-6-yl)-3-oxo-piperazine-1-carboxylate